2-bromo-4-(2-ethoxy-2-oxoethyl)-5-nitrobenzoic acid methyl ester COC(C1=C(C=C(C(=C1)[N+](=O)[O-])CC(=O)OCC)Br)=O